FC1=C(C(=CC(=C1)OC)F)[C@H]1[C@@H](C(NC1)=O)NC=1OC(=NN1)C1=CC=C(C=C1)OC1=NC(=CC=C1)F (3s,4r)-4-(2,6-difluoro-4-methoxyphenyl)-3-[(5-{4-[(6-fluoropyridin-2-yl)oxy]phenyl}-1,3,4-oxadiazol-2-yl)amino]pyrrolidin-2-one